(S)-2-(2-aminopropoxy)acetic acid hydrochloride Cl.N[C@H](COCC(=O)O)C